NCCC1=CN=CN1 3H-Histamine